NC1=C2N=CN(C2=NC=N1)CC=1OC2=CC=C(C=C2C(C1C1=CC=CC=C1)=O)OC 2-((6-amino-9H-purin-9-yl)methyl)-6-methoxy-3-phenyl-4H-chromen-4-one